2,5-dimethyl-3-hydroxymethylene-1H-pyrrole CC1NC(=CC1=CO)C